N(=C=O)CC1SCC(SC1)CN=C=O 2,5-bis(isocyanatomethyl)-1,4-Dithiane